C1(CC1)C1=CC2=C(N(C(N=C2N2C[C@H](N(C[C@@H]2C)C(=O)OC(C)(C)C)C)=O)C=2C(=NC=CC2C)C(C)C)N=C1C1=C(C=CC(=C1)C)F tert-butyl (2R,5S)-4-(6-cyclopropyl-7-(2-fluoro-5-methylphenyl)-1-(2-isopropyl-4-methylpyridin-3-yl)-2-oxo-1,2-dihydropyrido[2,3-d]pyrimidin-4-yl)-2,5-dimethylpiperazine-1-carboxylate